7-(2-amino-1,3-benzothiazol-6-yl)-9-bromo-2-[(2,2,2-trifluoroethyl)amino]-8H-pyrido[1,2-a]pyrimidin-8-one NC=1SC2=C(N1)C=CC(=C2)C=2C(C(=C1N(C=CC(=N1)NCC(F)(F)F)C2)Br)=O